O1N=C(C2=C1C=CC=C2)CCC(=O)OCC2=CC=CC=C2 1,2-benzoxazol-3-propanoic acid, phenylmethyl ester